5-fluoro-1H-pyrazolo[3,4-B]pyridine-3-carboxamide FC=1C=C2C(=NC1)NN=C2C(=O)N